t-Butylperoxydiethylacetate C(C)(C)(C)OOC(C(=O)[O-])(CC)CC